[Li].[Fe] iron, lithium salt